N1C(=NC2=C1C=CC=C2)C=2C=C(C=CC2)NC(C2=CC(=C(C=C2)OCC2=CC=C(C=C2)Cl)OCC2=CC=CC=C2)=O N-[3-(1H-1,3-benzodiazol-2-yl)phenyl]-3-(benzyloxy)-4-[(4-chlorophenyl)methoxy]benzamide